7-(Piperidin-3-yl)quinolin-2(1H)-one trifluoroacetate FC(C(=O)O)(F)F.N1CC(CCC1)C1=CC=C2C=CC(NC2=C1)=O